N[C@H](C(=O)OC)CC1=C(C=CC=C1)OCC1=NC(=NC=C1)C1=C(C=CC=C1)OC methyl (S)-2-amino-3-(2-{[2-(2-methoxyphenyl)pyrimidin-4-yl]methoxy}phenyl)propanoate